(2S,3R)-N-((1H-tetrazol-5-yl)methyl)-3-amino-2-hydroxy-4-phenylbutanamide N1N=NN=C1CNC([C@H]([C@@H](CC1=CC=CC=C1)N)O)=O